ClC1=CC=C2C(=CC(=NC2=C1Cl)N1[C@@H](CCC1)C(C(F)(F)F)O)N1C=NC=C1 1-((S)-1-(7,8-Dichloro-4-(1H-Imidazol-1-Yl)Quinolin-2-Yl)Pyrrolidin-2-Yl)-2,2,2-Trifluoroethan-1-Ol